tert-butyl (R)-3-((S)-1-(tert-butoxy)-3-(6-formylbenzo[d]isoxazol-3-yl)-1-oxopropane-2-yl)pyrrolidine-1-carboxylate C(C)(C)(C)OC([C@@H](CC1=NOC2=C1C=CC(=C2)C=O)[C@@H]2CN(CC2)C(=O)OC(C)(C)C)=O